Cl.Cl.[Pd+2] Palladium (II) dihydrochloride